ClC1=CC=2N=CN=C(C2N=C1NC(=O)C12COCC2C1)C=1C(=NN(C1)C)C1=CC=CC=C1 N-(7-chloro-4-(1-methyl-3-phenyl-1H-pyrazol-4-yl)pyrido[3,2-d]pyrimidin-6-yl)-3-oxabicyclo[3.1.0]hexane-1-carboxamide